CN1CCC(CC1)NC1=C2C=C(N(C2=CC=C1)CC(F)(F)F)C1=NN=C(S1)CNC(C1=CC=C(C=C1)CN1CCOCC1)=O N-[(5-{4-[(1-methylpiperidin-4-yl)amino]-1-(2,2,2-trifluoroethyl)-1H-indol-2-yl}-1,3,4-thiadiazol-2-yl)methyl]-4-[(morpholin-4-yl)methyl]benzamide